4-{[4-({4-methyl-2-[methyl(methylsulfonyl)amino]benzyl}amino)-5-(trifluoromethyl)pyrimidin-2-yl]amino}benzamide CC1=CC(=C(CNC2=NC(=NC=C2C(F)(F)F)NC2=CC=C(C(=O)N)C=C2)C=C1)N(S(=O)(=O)C)C